ClC=1C=C2C(=CC1)NC(C21CCN(CC1)CC(C)OC1=CC=C(C=C1)S(=O)(=O)C)=O 5-chloro-1'-[2-(4-methanesulfonylphenoxy)propyl]-1,2-dihydrospiro[indole-3,4'-piperidin]-2-one